C(C)N1C2=NC(=NC(=C2N=C1)N1C(CCC1)=O)N1N=C(C(=C1)C1=CC=CC=C1)OC 1-(9-ethyl-2-(3-methoxy-4-phenyl-1H-pyrazol-1-yl)-9H-purin-6-yl)pyrrolidin-2-one